(R,Z)-1-(4-(1,2-dimethyl-4-((1-(2-methyl-3-(trifluoromethyl)phenyl)-ethyl)imino)-1,4-dihydropyrido[3,4-d]pyrimidin-6-yl)-4-hydroxypiperidin-1-yl)ethan-1-one CN1C(=N\C(\C2=C1C=NC(=C2)C2(CCN(CC2)C(C)=O)O)=N/[C@H](C)C2=C(C(=CC=C2)C(F)(F)F)C)C